C1N(CCC2=CC=CC=C12)[C@H]1[C@@H](CN(CC1)C(=O)C1=CC(=NC=N1)NC1CCN(CC1)C(/C(/C)=N/OC)=O)O (E)-1-(4-((6-((3R,4R)-4-(3,4-dihydroisoquinolin-2(1H)-yl)-3-hydroxypiperidine-1-carbonyl)pyrimidin-4-yl)amino)piperidin-1-yl)-2-(methoxyimino)propane-1-one